methyl 5-(7-fluoro-1,2,3,4-tetrahydroquinolin-6-yl)picolinate FC1=C(C=C2CCCNC2=C1)C=1C=CC(=NC1)C(=O)OC